Ethyl (S)-9-(tert-butoxycarbonylamino)-1,4-dioxa-7-spiro[4.4]nonene-7-carboxylate C(C)(C)(C)OC(=O)N[C@H]1C=C(CC12OCCO2)C(=O)OCC